4-iodo-2-(6-azaspiro[2.5]octan-6-yl)-N-(1-(4,4,4-trifluorobutan-2-yl)-1H-pyrazolo[3,4-b]pyridin-6-yl)benzamide IC1=CC(=C(C(=O)NC2=CC=C3C(=N2)N(N=C3)C(C)CC(F)(F)F)C=C1)N1CCC3(CC3)CC1